CCC (S)-propan